N'-(2,5-Dimethyl-4-{3-[(2,2,2-trifluoroethyl)sulfanyl]phenoxy}phenyl)-N-ethyl-N-methylimidoformamid CC1=C(C=C(C(=C1)OC1=CC(=CC=C1)SCC(F)(F)F)C)N=CN(C)CC